2-Chloro-N-[2-(4-{[(3-chloropyridin-2-yl)oxy]methyl}piperidin-1-yl)-2-[4-(difluoromethyl)-1,3-thiazol-5-yl]ethyl]-6-fluorobenzamid ClC1=C(C(=O)NCC(C2=C(N=CS2)C(F)F)N2CCC(CC2)COC2=NC=CC=C2Cl)C(=CC=C1)F